N1,N2-Di-Tert-Butyl-2-Methylpropane-1,2-Diamine C(C)(C)(C)NCC(C)(NC(C)(C)C)C